C(C)(C)N1N=NC2=C1CC[C@H](C2)CCC2=NN1C(=NC=3C(=CC=CC3C1=N2)OC)N |o1:10| (S or R)-2-(2-(1-isopropyl-4,5,6,7-tetrahydro-1H-benzo[d][1,2,3]triazol-5-yl)ethyl)-7-methoxy-[1,2,4]triazolo[1,5-c]quinazolin-5-amine